IC1=CSC2=C1CC(CC2)NC(OCC2=CC=CC=C2)=O benzyl N-(3-iodo-4,5,6,7-tetrahydrobenzothiophen-5-yl)carbamate